5-[3-(tetrahydro-pyran-4-yloxymethyl)-[1,2,4]oxadiazol-5-yl]-pyridin O1CCC(CC1)OCC1=NOC(=N1)C=1C=CC=NC1